Phosphorylbromid P(=O)(Br)(Br)Br